N1(CCC1)C1=NN=C(C2=CC=C(C=C12)NC(C=C)=O)N1C[C@@H](CC1)NC1=NC=C(C=N1)Br (R)-N-(4-(azetidin-1-yl)-1-(3-((5-bromopyrimidin-2-yl)amino)pyrrolidin-1-yl)phthalazin-6-yl)acrylamide